ClC1=C(C=CC=C1C1=NC=C2C=C(C=NC2=C1)CN1CC(C1)C(=O)OC)C1=C(C(=CC=C1)C1=NC(=C(C=C1)CNC[C@@H]1NC(CC1)=O)OC)Cl methyl (R)-1-((7-(2,2'-dichloro-3'-(6-methoxy-5-((((5-oxopyrrolidin-2-yl)methyl)amino)methyl)pyridin-2-yl)-[1,1'-biphenyl]-3-yl)-1,6-naphthyridin-3-yl)methyl)azetidine-3-carboxylate